ClC=1C=C(C=CC1)C(CO)(C)NC1=NC2=C(N1)C(=CC=C2)CNC(=O)N2OCCC2 (-)-N-((2-((2-(3-chlorophenyl)-1-hydroxypropan-2-yl)amino)-1H-benzo[d]imidazol-7-yl)methyl)isoxazolidine-2-carboxamide